6-fluoro-3-hydroxy-2-(1-(tetrahydro-2H-pyran-2-yl)-1H-pyrazol-5-yl)benzonitrile FC1=CC=C(C(=C1C#N)C1=CC=NN1C1OCCCC1)O